C(C=C)(=O)N1CCC(=CC1)C=1C=NN(C1)C(C(=O)O)C 2-(4-(1-propenoyl-1,2,3,6-tetrahydropyridin-4-yl)-1H-pyrazol-1-yl)propionic acid